N-(4-{1-[(3-methoxyphenyl)carbonyl]piperidin-4-yl}butyl)thieno[2,3-c]pyridine-2-carboxamide COC=1C=C(C=CC1)C(=O)N1CCC(CC1)CCCCNC(=O)C1=CC=2C(=CN=CC2)S1